fluoro-oxygen F[O]